C(C)(CC)C1CCC(CC1)N(C(C1=CC(C(=O)N)=CC(=C1)NC(=O)C1CCC(CC1)C(C)(C)C)=O)C1CCC(CC1)C(C)CC N,N-bis(4-sec-butylcyclohexyl)-5-(4-tert-butylcyclohexylcarbonylamino)isophthalamide